5-(1-bromoethyl)-1,3-dihydroisobenzofuran BrC(C)C=1C=C2COCC2=CC1